OC1CCN(CC1)CCCOC1=C(C(=CC=C1)Br)Cl 1-(4-hydroxypiperidinyl)-3-(3-bromo-2-chlorophenoxy)propane